FC1=NC(=C2N=CN(C2=N1)C1OCCC1)NCC1=CC=C(C=C1)O 2-fluoro-6-[(4-hydroxybenzyl)amino]-9-(tetrahydrofuran-2-yl)-9H-purine